(4-chlorophenyl)-3-(2-(methylsulfonyl)ethyl)-8-(pyridin-3-yl)pyrido[3,4-d]pyrimidin-4(3H)-one ClC1=CC=C(C=C1)C=1N(C(C2=C(N1)C(=NC=C2)C=2C=NC=CC2)=O)CCS(=O)(=O)C